C(C)(C)(C)[Si](C)(C)OCC1=C(C(=C(C=C1Cl)C#C[Si](C)(C)C)F)Cl tert-butyl((2,6-dichloro-3-fluoro-4-((trimethylsilyl)ethynyl)benzyl)oxy)dimethylsilane